C(C1=CC=CC=C1)N1N=C(N=C1)N1CCN(CCC1=O)C=1C=NN2C1C=CC(=C2)C=2C=NN(C2)C 4-(1-benzyl-1H-1,2,4-triazol-3-yl)-1-(6-(1-methyl-1H-pyrazol-4-yl)pyrazolo[1,5-a]pyridin-3-yl)-1,4-diazepan-5-one